CC1OCCN(C1)C=1C=C2C=CC(=CC2=CC1)NC1CC(C1)N N1-(6-(2-methylmorpholino)naphthalen-2-yl)cyclobutane-1,3-diamine